BrC1=CC(=C(C(=N1)Cl)N)Cl 6-bromo-2,4-dichloro-pyridin-3-amine